NC1=NC=NC=2N(C3=C(C=C(C=C3C21)C(=O)OC)C)CC(=O)N2[C@@H]1C[C@@H]1C[C@H]2C(NC2=NC(=CC=C2)Br)=O methyl 4-amino-9-(2-((1R,3S,5R)-3-((6-bromopyridin-2-yl) carbamoyl)-2-azabicyclo[3.1.0]hex-2-yl)-2-oxoethyl)-8-methyl-9H-pyrimido[4,5-b]indole-6-carboxylate